FC=1C(=CC2=C(C(N3[C@@H](CO2)C[C@@H](C3)OC3=C(C=C2CCC(NC2=C3)=O)F)=O)C1OC(C)C)C (2S,11aR)-7-Fluoro-2-((6-fluoro-2-oxo-1,2,3,4-tetrahydroquinolin-7-yl)oxy)-6-isopropoxy-8-methyl-2,3,11,11a-tetrahydro-1H,5H-benzo[f]pyrrolo[2,1-c][1,4]oxazepin-5-one